CC1=C(C=C(C=C1)NC(=O)N1C[C@@H](CC1)CC(F)(F)F)C1=CC(=NC(=C1)N1CCOCC1)N1C[C@@H](CC1=O)NC(OC(C)(C)C)=O tert-butyl ((R)-1-(4-(2-methyl-5-((S)-3-(2,2,2-trifluoroethyl)pyrrolidine-1-carboxamido)phenyl)-6-morpholinopyridin-2-yl)-5-oxopyrrolidin-3-yl)carbamate